Ethyl 1-amino-2-((tert-butoxycarbonyl) amino)-1H-imidazole-5-carboxylate NN1C(=NC=C1C(=O)OCC)NC(=O)OC(C)(C)C